NC(=C(C1=CC=CC=C1)N)C1=CC=CC=C1.[Na].[Na] Disodium Diaminostilbene